B(O)(O)O.C1=CC=CC=2OC3=CC=CC=C3C3(C12)C1=CC=CC=C1C=1C=CC=CC13 spiro[fluorene-9,9'-xanthene] borate